(S)-2-(3-benzylureido)-4-((S)-3-(4-tert-butoxyphenyl)-1-((2,2-diethoxyethyl)(naphthalen-1-ylmethyl)amino)-1-oxopropan-2-ylamino)-4-oxobutyl dodecanoate C(CCCCCCCCCCC)(=O)OC[C@H](CC(=O)N[C@H](C(=O)N(CC1=CC=CC2=CC=CC=C12)CC(OCC)OCC)CC1=CC=C(C=C1)OC(C)(C)C)NC(=O)NCC1=CC=CC=C1